(1S,2S,3R)-N-(7-chloro-6-(1-((3R,4R)-4-hydroxy-3-methyltetrahydrofuran-3-yl)piperidin-4-yl)isoquinolin-3-yl)-2-methyl-3-(pyridin-2-yl)cyclopropane-1-carboxamide ClC1=C(C=C2C=C(N=CC2=C1)NC(=O)[C@H]1[C@H]([C@H]1C1=NC=CC=C1)C)C1CCN(CC1)[C@@]1(COC[C@@H]1O)C